NC1=C(C=C(C=N1)NC(C(=O)N1[C@H](CC[C@@H](C1)C)C=1C=CC2=C(N=C(S2)C2=CC=NC=C2)C1)=O)CC N-(6-amino-5-ethylpyridin-3-yl)-2-((2R,5S)-5-methyl-2-(2-(Pyridin-4-yl)benzo[d]thiazol-5-yl)piperidin-1-yl)-2-oxoacetamide